6-(piperazin-1-yl)-3-(4-(trifluoromethoxy)benzyl)isobenzofuran-1(3H)-one hydrochloride Cl.N1(CCNCC1)C1=CC=C2C(OC(C2=C1)=O)CC1=CC=C(C=C1)OC(F)(F)F